Methyl (2E)-3-[2-amino-5-cyanophenyl]-2-propenoate NC1=C(C=C(C=C1)C#N)/C=C/C(=O)OC